NC1=NC(=C2C(=N1)NN=C2C2=CC=C(C=C2)OC)C=2C(=C(C=CC2)N2C(C1=C(C=C(C=C1C=C2)C2CC2)F)=O)CO 2-{3-[6-amino-3-(4-methoxyphenyl)-1H-pyrazolo[3,4-d]pyrimidin-4-yl]-2-(hydroxymethyl)phenyl}-6-cyclopropyl-8-fluoroisoquinolin-1(2H)-one